C(CCCCCCCCCCC)C=1C(=C(C=CC1)S(=O)(=O)[O-])CCCCCCCCCCCC.C(CN)N.C(CN)N.[Cu+2].C(CCCCCCCCCCC)C=1C(=C(C=CC1)S(=O)(=O)[O-])CCCCCCCCCCCC copper bis(ethylenediamine) didodecylbenzenesulfonate